C(C)OC(CC(=O)OC(C)C1CC(CCC1)(C)C)=O malonic acid 1-(1-(3,3-dimethylcyclohexyl) ethyl) 3-ethyl ester